ClC1=CC=C2C(=CNC2=C1C1=NC=CN=C1F)S(=O)(=O)NC1=NC(=C(C(=N1)OC)CC(F)F)OC 6-chloro-N-[5-(2,2-difluoroethyl)-4,6-dimethoxy-pyrimidin-2-yl]-7-(3-fluoropyrazin-2-yl)-1H-indole-3-sulfonamide